(R)-1-(4-((4-((R)-2-acetoxy-3-(ethylsulfonyl)propoxy)phenyl)sulfonyl)-2,6-dichlorophenoxy)-3-chloropropan-2-yl acetate C(C)(=O)O[C@H](COC1=C(C=C(C=C1Cl)S(=O)(=O)C1=CC=C(C=C1)OC[C@H](CS(=O)(=O)CC)OC(C)=O)Cl)CCl